CC(C1=CC=CC=C1)(C)O α,α-dimethyl-benzyl alcohol